BrC1=C(C(=O)O)C=C(C=C1C)[N+](=O)[O-] 2-bromo-3-methyl-5-nitro-benzoic Acid